C(C)(=O)N1CC2(C1)N(C(CN(C2=O)C2CCC(CC2)CC)=O)CC2=CC=C(C=C2)C(F)(F)F 2-acetyl-8-(4-ethylcyclohexyl)-5-(4-(trifluoro-methyl)benzyl)-2,5,8-triazaspiro[3.5]nonane-6,9-dione